5-bromo-3-(2-(3-(2-chlorophenyl)-4-oxothiazolidine-2-ylidene)hydrazono)indol-2-one BrC=1C=C2C(C(NC2=CC1)=O)=NN=C1SCC(N1C1=C(C=CC=C1)Cl)=O